FC(O[C@@H]1CC[C@H](CC1)NC1=NN2C(C=N1)=C(C=C2)C=2C=C1C=CC=NC1=CC2)F N-(trans-4-(difluoromethoxy)cyclohexyl)-5-(quinolin-6-yl)pyrrolo[2,1-f][1,2,4]triazin-2-amine